(3S)-3-(2-(5-(2-(dimethylamino)ethyl)-2-oxo-4-(trifluoromethyl)pyridin-1(2H)-yl)-5-methylhexanamido)-3-(4-fluoro-2',5,6'-trimethyl-[1,1'-biphenyl]-3-yl)propanoic acid CN(CCC=1C(=CC(N(C1)C(C(=O)N[C@@H](CC(=O)O)C=1C=C(C=C(C1F)C)C1=C(C=CC=C1C)C)CCC(C)C)=O)C(F)(F)F)C